7-methyl-1-oxa-3-azaspiro[4.5]decane-2-one CC1CC2(CNC(O2)=O)CCC1